C1(CC1)C1=NN(C=N1)C1CC2(CN(C2)C(=O)N2CC3(CN(C3)S(=O)(=O)C3=C(C(=O)O)C=CC=C3)C2)C1 2-[[6-[6-(3-cyclopropyl-1,2,4-triazol-1-yl)-2-azaspiro[3.3]heptane-2-carbonyl]-2,6-diazaspiro[3.3]heptane-2-yl]sulfonyl]benzoic acid